tert-butyl N-[(3S)-1-[2-chloro-5-(4-fluoro-3-methyl-phenyl)-4-pyridyl]-3-piperidyl]carbamate ClC1=NC=C(C(=C1)N1C[C@H](CCC1)NC(OC(C)(C)C)=O)C1=CC(=C(C=C1)F)C